BrC1=C(C=C(C=C1)NC(=O)C1[C@@H]2CC=3C(=CNC(C3)=O)[C@@H]1CC2)Cl (6S,9R)-N-(4-bromo-3-chlorophenyl)-3-oxo-3,5,6,7,8,9-hexahydro-2H-6,9-methano-cyclohepta[c]pyridine-10-carboxamide